4,4,5,5-tetramethyl-2-(2-methyl-2,3-dihydro-1-benzofuran-5-yl)-1,3,2-dioxaborolane CC1(OB(OC1(C)C)C=1C=CC2=C(CC(O2)C)C1)C